(benzenesulfonic acid) trisodium salt [Na+].[Na+].[Na+].C1(=CC=CC=C1)S(=O)(=O)[O-].C1(=CC=CC=C1)S(=O)(=O)[O-].C1(=CC=CC=C1)S(=O)(=O)[O-]